(15E)-15,17-octadecadienal C(CCCCCCCCCCCCC\C=C\C=C)=O